ClC=1C=C(C=2N(N1)C(=CN2)F)[C@@H]2[C@H](C2)C2=C(C=C1C=NN(C1=C2)CC(F)(F)F)F 6-chloro-3-fluoro-8-((1S,2S)-2-(5-fluoro-1-(2,2,2-trifluoroethyl)-1H-indazol-6-yl)cyclopropyl)imidazo[1,2-b]pyridazine